Methyl (2R,5R)-5-methyl-3-(4-methyl-1H-pyrazol-5-yl)-2-((((CIS)-4-phenylcyclohexyl)oxy)methyl)pyrrolidine-1-carboxylate C[C@@H]1CC([C@@H](N1C(=O)OC)CO[C@@H]1CC[C@@H](CC1)C1=CC=CC=C1)C1=C(C=NN1)C